4-methyl-2-(oct-1-en-2-yl)-3,6-dihydro-2H-pyran CC=1CC(OCC1)C(=C)CCCCCC